C(#N)C=1C(=C(C(=NO)NCC2(CC2)O)C=C(C1F)C1OCCO1)F 3-cyano-5-(1,3-dioxolan-2-yl)-2,4-difluoro-N'-hydroxy-N-((1-hydroxycyclopropyl)methyl)benzamidine